Ethyl (R)-4-ethoxy-3-(1-methyl-7-oxo-3-propyl-6,7-dihydro-1H-pyrazolo[4,3-d]pyrimidin-5-yl)benzene-sulfinate C(C)OC1=C(C=C(C=C1)[S@](=O)OCC)C=1NC(C2=C(N1)C(=NN2C)CCC)=O